O=C1NCC(CC1N1C(C2=CC=C(C=C2C1=O)N1CCN(CC1)CCCCCOC1=CC=C(C=C1)\C(=C(\CC)/C1=CC=CC=C1)\C1=CC=C(C=C1)O)=O)=O (Z)-2-(2,5-dioxopiperidin-3-yl)-5-(4-(5-(4-(1-(4-hydroxyphenyl)-2-phenylbut-1-en-1-yl)phenoxy)pentyl)piperazin-1-yl)isoindoline-1,3-dione